CN(C)CCC[Si](OCC)(OCC)OCC (N,N-dimethylaminopropyl)triethoxysilane